C(C)(C)(C)[Si](OC1(CC(C1)=O)C(F)(F)F)(C)C 3-{[tert-butyl-(dimethyl)silyl]oxy}-3-(trifluoromethyl)cyclobutane-1-one